6-[5-[(1S)-1-[[6-bromo-8-(trifluoromethyl)-4-quinolyl]-methyl-amino]ethyl]-1,2,4-triazol-1-yl]pyridine-3-carbonitrile BrC=1C=C2C(=CC=NC2=C(C1)C(F)(F)F)N([C@@H](C)C1=NC=NN1C1=CC=C(C=N1)C#N)C